silver(I) p-toluenesulfonate CC1=CC=C(C=C1)S(=O)(=O)[O-].[Ag+]